1-Benzyl 4-(tert-butyl) (S)-2-isobutylpiperazine-1,4-dicarboxylate C(C(C)C)[C@@H]1N(CCN(C1)C(=O)OC(C)(C)C)C(=O)OCC1=CC=CC=C1